OC1=C(C=C(C(=O)O)C=C1)[N+](=O)[O-] 4-hydroxy-3-nitrobenzoic acid